5-ethylnorbornene C(C)C1C2C=CC(C1)C2